2-Propyn CC#C